(2S,4R)-N-((S)-1-(6-(2,6-difluorophenyl)pyridin-3-yl)ethyl)-4-hydroxypyrrolidine-2-carboxamide FC1=C(C(=CC=C1)F)C1=CC=C(C=N1)[C@H](C)NC(=O)[C@H]1NC[C@@H](C1)O